FC(OC1=C(C=C(C(=C1)N(C)CCN(C)C)[N+](=O)[O-])NC1=NC=CC(=N1)N1CC2(C3=NC(=CC=C31)C)CCCCC2)F 2-(difluoromethoxy)-N4-(2-(dimethylamino)ethyl)-N4-methyl-N1-(4-(5'-methylspiro[cyclohexane-1,3'-pyrrolo[3,2-b]pyridin]-1'(2'H)-yl)pyrimidin-2-yl)-5-nitrobenzene-1,4-diamine